4-morpholino-6-(4-pyridyl)-N-[5-(3-pyridyl)-1H-pyrazol-3-yl]furo[3,2-d]pyrimidin-2-amine O1CCN(CC1)C=1C2=C(N=C(N1)NC1=NNC(=C1)C=1C=NC=CC1)C=C(O2)C2=CC=NC=C2